[Si](C)(C)(C(C)(C)C)OCC1=CN=C(O1)I 5-(((tert-butyldimethylsilyl)oxy)methyl)-2-iodooxazole